C(#C)C=1C=C(C=CC1)NC1=C(C=NC2=CC(=C(C=C12)[NH+](C(\C=C\CN(C)C)=O)[O-])OCC)C#N (E)-N-[4-(3-ethynylphenyl)amino-3-cyano-7-ethoxyquinolin-6-yl]-4-(dimethylamino)but-2-enamide N-oxide